C(C1=CC=CC=C1)O[C@H](CCOCCO)C 2-[(3S)-3-benzyloxybutoxy]ethanol